NCC1=NC=CC(=C1OC)C=1C=C2C(=NN(C2=CC1)C1CCC1)COC1=C(C=CC=C1)CC(=O)O 2-(2-((5-(2-(aminomethyl)-3-methoxypyridin-4-yl)-1-cyclobutyl-1H-indazol-3-yl)methoxy)phenyl)acetic acid